2-Fluoro-4-(1-(4-(4-methoxy-4-methyl-piperidin-1-yl)phenyl)-3-((quinuclidin-4-ylmethyl)amino)-1H-pyrazol-5-yl)-benzonitrile 2,2,2-trifluoroacetate FC(C(=O)O)(F)F.FC1=C(C#N)C=CC(=C1)C1=CC(=NN1C1=CC=C(C=C1)N1CCC(CC1)(C)OC)NCC12CCN(CC1)CC2